2-(4-(adamantan-1-yl)phenyl)-4-phenyl-6-(3-(4,4,5,5-tetramethyl-1,3,2-dioxaborolan-2-yl)phenyl)-1,3,5-triazine C12(CC3CC(CC(C1)C3)C2)C2=CC=C(C=C2)C2=NC(=NC(=N2)C2=CC=CC=C2)C2=CC(=CC=C2)B2OC(C(O2)(C)C)(C)C